N[C@H]1CN(CCC1)C=1C(=CC(=NC1)C1=CC=C(C=C1)OC)CN1C2=NC=NC(=C2N=C1)N (R)-9-((5-(3-Aminopiperidin-1-yl)-2-(4-methoxyphenyl)pyridin-4-yl)methyl)-9H-purin-6-amin